FC(C(C)(O)C=1C(=CC=2N(N1)C(=CN2)C2=NC(=CC=C2)N[C@H]2CNCCC2)OC)(F)F 1,1,1-trifluoro-2-(7-methoxy-3-(6-((R)-piperidin-3-ylamino)pyridin-2-yl)imidazo[1,2-b]pyridazin-6-yl)propan-2-ol